B#[Lu] lutetium boride